FC(C(=O)NC1=CC=C(C=C1)S(=O)(=O)Cl)(F)F 4-[(2,2,2-trifluoroacetyl)amino]benzenesulfonyl chloride